NCCNC1=NC(=NC2=CC=CC=C12)NCCC1=CC(=CC=C1)C(F)(F)F N4-(2-aminoethyl)-N2-(3-(trifluoromethyl)phenethyl)quinazoline-2,4-diamine